methyl 5-(5-fluoro-3a,5,6,6a-tetrahydro-4H-cyclopenta[d]isoxazol-3-yl)-2-methoxybenzoate FC1CC2C(C(=NO2)C=2C=CC(=C(C(=O)OC)C2)OC)C1